butyl-2-methylpropyl-(7Z)-9,9-diethoxy-7-nonenoic acid C(CCC)C(C(=O)O)(CCCC\C=C/C(OCC)OCC)CC(C)C